O=C1N(C(CC1)=O)C=1C(=NN(C1C(=O)O)C1=NC=CC=C1Cl)Cl.C=C(CC(CCC)CC)CCCCCCC 6-methylene-4-ethyl-tridecane 2,5-dioxopyrrolin-1-yl-3-chloro-1-(3-chloropyridin-2-yl)-1H-pyrazole-5-carboxylate